(S)-8-benzyloxy-5-(2-((5,6-diethyl-2,3-dihydro-1H-inden-2-yl)amino)-1-hydroxyethyl)quinolin-2(1H)-one C(C1=CC=CC=C1)OC=1C=CC(=C2C=CC(NC12)=O)[C@@H](CNC1CC2=CC(=C(C=C2C1)CC)CC)O